N12NCCCCC2C=CCC1 8-diazabicyclo[5.4.0]-undecene